N-(tert-butoxycarbonyl)-N,β,β,1-tetramethyl-L-tryptophyl-N-[(3S,4E)-5-carboxy-2-methylhex-4-en-3-yl]-N,3-dimethyl-L-valinamide C(C)(C)(C)OC(=O)N([C@@H](C(C1=CN(C2=CC=CC=C12)C)(C)C)C(=O)N[C@@H](C(C)(C)C)C(=O)N(C)[C@@H](C(C)C)\C=C(/C)\C(=O)O)C